C1(CC1)C1=CC(=NN1)NC1=NC(=NC2=CC=CC=C12)C=1C=NC(=CC1)N1CC2N(C(C1)C2)CC=2OC=CN2 N-(5-cyclopropyl-1H-pyrazol-3-yl)-2-(6-(6-(oxazol-2-ylmethyl)-3,6-diazabicyclo[3.1.1]heptan-3-yl)pyridin-3-yl)quinazolin-4-amine